[Cl-].ClC[N+]12CCN(CC1)CC2 1-(chloromethyl)-1,4-diazabicyclo[2.2.2]octan-1-ium chloride